C(C)(=O)N1CC(CCC1)C(=O)N1CCN(CC1)C(=O)OC(C)(C)C tert-butyl 4-[(1-acetylpiperidin-3-yl)carbonyl]piperazine-1-carboxylate